2-(6-chlorobenzofuran-3-yl)acetic acid ethyl ester C(C)OC(CC1=COC2=C1C=CC(=C2)Cl)=O